CN(CCN(C1=CC=C(C=C1)NC=1N=CC2=C(N1)N(C(C=C2C#C)=O)C2CCC(CC2)CO)C)C 2-[(4-{[2-(Dimethylamino)ethyl](methyl)amino}phenyl)amino]-5-ethynyl-8-[(1s,4s)-4-(hydroxymethyl)cyclohexyl]pyrido[2,3-d]pyrimidin-7-one